(8-amino-2-(phenylsulfonyl)-5-(pyrimidin-4-yl)-[1,2,4]triazolo[1,5-a]pyrazin-6-yl)benzonitrile NC=1C=2N(C(=C(N1)C1=C(C#N)C=CC=C1)C1=NC=NC=C1)N=C(N2)S(=O)(=O)C2=CC=CC=C2